tert-butyl 8-azaspiro[4.5]dec-2-ene-8-carboxylate C1C=CCC12CCN(CC2)C(=O)OC(C)(C)C